(S)-3-(3-Oxo-1,3,6,7,8,9-hexahydro-2H-pyrrolo[3,4-h]isoquinolin-2-yl)piperidine-2,6-dione O=C1N(CC2=C1C=CC=1CCNCC21)[C@@H]2C(NC(CC2)=O)=O